(5S)-1-acetyl-5-hydroxypiperidine-2,2-dicarboxylic acid diethyl ester C(C)OC(=O)C1(N(C[C@H](CC1)O)C(C)=O)C(=O)OCC